CC(CC(=O)NC1=C(C=C(C=C1)NCC=1C=NC(=CC1)C(F)(F)F)C)(C)C 3,3-Dimethyl-N-{2-methyl-4-[(6-trifluoromethylpyridin-3-ylmethyl)-amino]-phenyl}-butyramide